CC(C(C(O)C)(C)N)O dimethyl-2-amino-2-methyl-1,3-propanediol